5-fluoro-N-[1-(4-fluorophenyl)cyclopropyl]-4-(3-oxo-5,6,7,8-tetrahydro[1,2,4]triazolo[4,3-a]-pyridin-2(3H)-yl)-2-{[(2S)-1,1,1-trifluoroprop-2-yl]oxy}benzamide FC=1C(=CC(=C(C(=O)NC2(CC2)C2=CC=C(C=C2)F)C1)O[C@H](C(F)(F)F)C)N1N=C2N(CCCC2)C1=O